OCCC\C(=C(/C1=CC=C(C=C1)O)\C1=CC=C(C=C1)NC(CN1C[C@@]2([C@](C1)(CN(C2)C(=O)OC(C)(C)C)C)C)=O)\C2=CC=CC=C2 tert-butyl (3aR,6aS)-5-(2-((4-((E)-5-hydroxy-1-(4-hydroxyphenyl)-2-phenylpent-1-en-1-yl) phenyl) amino)-2-oxoethyl)-3a,6a-dimethylhexahydropyrrolo[3,4-c]pyrrole-2(1H)-carboxylate